C1(CC1)S(=O)(=O)N[C@@H]1[C@@H](N(CC1(F)F)C(=O)N(C)C)CC1=C(C(=CC=C1)C1=NC(=CC=C1)C)F (2S,3R)-3-[(cyclopropanesulfonyl)amino]-4,4-difluoro-2-{[2-fluoro-3-(6-methyl-pyridin-2-yl)phenyl]methyl}-N,N-dimethylpyrrolidine-1-carboxamide